(5R)-5-(bromomethyl)pyrrolidin-2-one BrC[C@H]1CCC(N1)=O